C(C)(C)(C)OC(CCOCCOCCOCCOCCNC([C@@H](NC(CCCNC(CCOCCOCCN=[N+]=[N-])=O)=O)CCCCNC(CCOCCOCCN=[N+]=[N-])=O)=O)=O.Cl[Si](CCCCCCCC)(Cl)Cl trichloro(octyl)silane tert-butyl-(S)-1-azido-16-(4-(3-(2-(2-azidoethoxy)ethoxy)propanamido)butyl)-9,14,17-trioxo-3,6,21,24,27,30-hexaoxa-10,15,18-triazatritriacontan-33-oate